C(C)(C)(C)OC(=O)NC1=C(C(=O)OC)C=C(C=C1)B1OC(C(O1)(C)C)(C)C Methyl 2-[(tert-butoxycarbonyl)amino]-5-(4,4,5,5-tetramethyl-1,3,2-dioxaborolan-2-yl)benzoate